4-(4-(6-(((1R,2R,3S,5S)-2-fluoro-1-methyl-8-azabicyclo[3.2.1]octan-3-yl)oxy)pyridazin-3-yl)-3-hydroxyphenyl)-1-methyl-1,3,5-triazin-2(1H)-one F[C@@H]1[C@]2(CC[C@@H](C[C@@H]1OC1=CC=C(N=N1)C1=C(C=C(C=C1)C1=NC(N(C=N1)C)=O)O)N2)C